2-[[3-[4-[(cyclopropylamino)carbonyl]-3-(difluoromethoxy)-5-methoxyphenyl]-7-(1-methyl-1H-pyrazol-4-yl)imidazo[1,2-a]pyridin-6-yl]oxy]-acetic acid, ethyl ester C1(CC1)NC(=O)C1=C(C=C(C=C1OC)C1=CN=C2N1C=C(C(=C2)C=2C=NN(C2)C)OCC(=O)OCC)OC(F)F